C(C)(C)(C)C1=NC(=CC=C1)C1CCNCC1 (tert-butyl)-6-(piperidin-4-yl)pyridine